1H-IMIDAZOLE-5-CARBALDEHYDE N1C=NC=C1C=O